2,4,5,6-tetra(3,6-dibromo-9H-carbazole-9-yl)isophthalonitrile BrC=1C=CC=2N(C3=CC=C(C=C3C2C1)Br)C1=C(C#N)C(=C(C(=C1C#N)N1C2=CC=C(C=C2C=2C=C(C=CC12)Br)Br)N1C2=CC=C(C=C2C=2C=C(C=CC12)Br)Br)N1C2=CC=C(C=C2C=2C=C(C=CC12)Br)Br